8-cyano-1-cyclopropyl-7-((1s,6s)-2,8-diazabicyclo[4.3.0]non-8-yl)-6-fluoro-1,4-dihydro-4-oxo-3-quinolinecarboxylic acid C(#N)C=1C(=C(C=C2C(C(=CN(C12)C1CC1)C(=O)O)=O)F)N1C[C@@H]2CCCN[C@@H]2C1